C(CCC)N(CCO)CCCC.P(=O)(OCC(CCCCCC)CCCCCC)(O)O 2-hexyl-1-octyl phosphate dibutylethanolamine salt